4-(4-(6-(2-fluoroacryloyl)-2,6-diazaspiro[3.3]heptan-2-yl)phenyl)-6-(1-(oxetan-3-yl)-1H-pyrazol-4-yl)pyrazolo[1,5-a]pyridine-3-carbonitrile FC(C(=O)N1CC2(CN(C2)C2=CC=C(C=C2)C=2C=3N(C=C(C2)C=2C=NN(C2)C2COC2)N=CC3C#N)C1)=C